O1C(=NC2=C1C=CC=C2)C2=CC=C(C1=CC=CC=C21)C=2OC1=C(N2)C=CC=C1 2-[4-(1,3-benzooxazol-2-yl)naphthalen-1-yl]-1,3-benzoxazole